NCCC=1C=C2C(=CNC2=CC1)/C(/C#N)=C/C=1C=NC=CC1OC (Z)-2-(5-(2-aminoethyl)-1H-indol-3-yl)-3-(4-methoxypyridin-3-yl)acrylonitrile